3-phenoxypropan O(C1=CC=CC=C1)CCC